hydroxypropyltrimethyloctanoic acid Ammonium salt [NH4+].OCCCC(C(=O)[O-])CCCCCC(C)(C)C